ClC1=NC(=NC(=C1)N1CC(C1)OC)SC 4-chloro-6-(3-methoxyazetidin-1-yl)-2-methylsulfanyl-pyrimidine